NC=1N=C(C2=C(C=NN(C2=O)CC2=CC=C(C=C2)OCCNC)N1)NCCCC 2-amino-4-(butylamino)-6-(4-(2-(methylamino)ethoxy)benzyl)pyrimido[4,5-d]pyridazin-5(6H)-one